2-Amino-7-fluoro-4-(5-fluoro-3-((R)-3-(4-isopropylpiperazin-1-yl)pyrrolidin-1-yl)-7,9-dihydrofuro[3,4-f]quinazolin-6-yl)thieno[3,2-c]pyridine-3-carbonitrile NC1=C(C=2C(=NC=C(C2S1)F)C=1C2=C(C=3C=NC(=NC3C1F)N1C[C@@H](CC1)N1CCN(CC1)C(C)C)COC2)C#N